3-dimethylaminopropylamine-1,2,4-triazole salt N1N=CN=C1.CN(CCCN)C